COC(=O)C1=CC2=C(NC(=N2)C(C)C)C=C1 2-isopropyl-1H-1,3-benzodiazole-5-carboxylic acid methyl ester